Cl.S(=O)(=O)(OC)O methyl sulfate, hydrochloride